BrC1=CC=C(OCC(COCCO[Si](C)(C)C(C)(C)C)=O)C=C1 1-(4-bromophenoxy)-3-(2-((tert-butyldimethylsilyl)oxy)ethoxy)propan-2-one